palladium tetrakis(tris(2,4-dimethylphenyl)phosphine) CC1=C(C=CC(=C1)C)P(C1=C(C=C(C=C1)C)C)C1=C(C=C(C=C1)C)C.CC1=C(C=CC(=C1)C)P(C1=C(C=C(C=C1)C)C)C1=C(C=C(C=C1)C)C.CC1=C(C=CC(=C1)C)P(C1=C(C=C(C=C1)C)C)C1=C(C=C(C=C1)C)C.CC1=C(C=CC(=C1)C)P(C1=C(C=C(C=C1)C)C)C1=C(C=C(C=C1)C)C.[Pd]